2,5-dioxopyrrolidin-1-yl 3-(1H-imidazol-4-yl)acrylate N1C=NC(=C1)C=CC(=O)ON1C(CCC1=O)=O